C(C)(C)(C)OC(=O)N[C@H](C(CCl)=O)CC1=CC=CC=C1 (3S)-3-(tert-butoxycarbonyl)amino-1-chloro-4-phenyl-2-butanone